2-(7-chloro-4-((R)-2-methylazetidin-1-yl)-2,6-naphthyridin-1-yl)propionic acid methyl ester COC(C(C)C1=NC=C(C2=CN=C(C=C12)Cl)N1[C@@H](CC1)C)=O